OC1=CC=C(C=C1)C(CN1CCOCC1)=O 1-(4-hydroxyphenyl)-2-morpholinoethan-1-one